The molecule is an anthocyanidin 3-O-sophoroside derived from pelargonidin It has a role as a plant metabolite, a mouse metabolite and a rat metabolite. It derives from a pelargonidin. C1=CC(=CC=C1C2=[O+]C3=CC(=CC(=C3C=C2O[C@H]4[C@@H]([C@H]([C@@H]([C@H](O4)CO)O)O)O[C@H]5[C@@H]([C@H]([C@@H]([C@H](O5)CO)O)O)O)O)O)O